BrC1=C(C=C2C(=NC(=NC2=C1F)OC[C@]12CCCN2C[C@@H](C1)F)N(C)C)C=C 7-bromo-8-fluoro-2-(((2R,7aS)-2-fluorotetrahydro-1H-pyrrolizin-7a(5H)-yl)methoxy)-N,N-dimethyl-6-vinylquinazolin-4-amine